N1CCNCCN(CC1)CC(=O)O 1,4,7-triazacyclononane-7-acetic acid